C(C)OC=1C(=CNC(C1)=O)C1=CC(=C(C=C1)CC(=O)NC=1C=C(C(=O)NCCN2C[C@H](CC2)F)C=C(C1)C(F)(F)F)F 3-[[2-[4-(4-ethoxy-6-oxo-1H-pyridin-3-yl)-2-fluoro-phenyl]acetyl]amino]-N-[2-[(3S)-3-fluoropyrrolidin-1-yl]ethyl]-5-(trifluoromethyl)benzamide